C(C)(C)(C)C=1C(=C(C=C(C1)CCC(=O)OC)N1N=C2C(=N1)C=CC(=C2)Cl)O 2-[3'-t-butyl-2'-hydroxy-5'-(2-methoxycarbonylethyl)phenyl]-5-chlorobenzotriazole